2,2'-((2-(3-(2-((cyanomethyl)(2-((cyanomethyl)amino)eth-yl)amino)ethyl)-2-oxoimidazolidin-1-yl)ethyl)azanediyl)diacetonitrile C(#N)CN(CCN1C(N(CC1)CCN(CC#N)CC#N)=O)CCNCC#N